vanillin ammonium salt hydrochloride Cl.[NH4+].O=CC1=CC(OC)=C(O)C=C1